NN1[C@@H](CCC1)C(=O)O (4S)-aminoproline